[2-(3-Ethylsulfonyl-5-pyrimidin-2-yl-2-pyridinyl)-1,3-benzoxazol-5-yl]-imino-oxo-(trifluoromethyl)-lambda6-sulfane C(C)S(=O)(=O)C=1C(=NC=C(C1)C1=NC=CC=N1)C=1OC2=C(N1)C=C(C=C2)S(C(F)(F)F)(=O)=N